4-(benzyl(methyl)amino)pentanoic acid C(C1=CC=CC=C1)N(C(CCC(=O)O)C)C